(1R,3S,5R)-N-(6-bromo-3-methylpyridin-2-yl)-2-(2-(3-(cyanomethyl)-5-(2-methylpyrimidin-5-yl)-1H-indazol-1-yl)acetyl)-5-methyl-2-azabicyclo[3.1.0]hexane-3-carboxamide BrC1=CC=C(C(=N1)NC(=O)[C@H]1N([C@@H]2C[C@@]2(C1)C)C(CN1N=C(C2=CC(=CC=C12)C=1C=NC(=NC1)C)CC#N)=O)C